FC(C(=O)[O-])(F)F.C(=O)(O)CCC(=O)OC(OC(C(=O)OC1CC2CCC(C1)[N+]21CCCC1)(C1=CC=CC=C1)C1=CC=CC=C1)C1=CC=CC=C1 3-(2-(((3-carboxypropanoyl)oxy)(phenyl)methoxy)-2,2-diphenylacetoxy)spiro[bicyclo[3.2.1]octane-8,1'-pyrrolidin]-1'-ium 2,2,2-trifluoroacetate